benzyl 2-(1-(trans-3-(aminomethyl)cyclobutyl)-3-cyclopropyl-1H-pyrazol-4-yl)-5-fluoro-3',6'-dihydro-[3,4'-bipyridine]-1'(2'H)-carboxylate NC[C@@H]1C[C@H](C1)N1N=C(C(=C1)C1=NC=C(C=C1C=1CCN(CC1)C(=O)OCC1=CC=CC=C1)F)C1CC1